O=C1NC(CCC1C1=C(C=C(C=C1)N1CC(C1)N(C(O)=O)C1=CC(=C(C=C1)C)Cl)F)=O.NC=1C=CC(=C(C(=O)NCC2=CC(=CC=C2)C2OCCC2)C1)N(C)C 5-amino-2-(dimethylamino)-N-(3-(tetrahydrofuran-2-yl)benzyl)benzamide 1-(4-(2,6-dioxopiperidin-3-yl)-3-fluorophenyl)azetidin-3-yl(3-chloro-4-methylphenyl)carbamate